CC1=C(C(=CC=C1)C)NC(CN(CC1=NC2=CC=CC=C2C(N1)=O)C)=O N-(2,6-dimethylphenyl)-2-(methyl-((4-oxo-3,4-dihydroquinazolin-2-yl)methyl)amino)acetamide